ethyl 2-(4-bromopyrazol-1-yl)-3-methylbutanoate BrC=1C=NN(C1)C(C(=O)OCC)C(C)C